4-((1R,5S)-3,8-diazabicyclo[3.2.1]octan-3-yl)-7-(3,5-dimethyl-1H-indazol-4-yl)-8-fluoro-2-(((2R,7aS)-2-fluorotetrahydro-1H-pyrrolizin-7a(5H)-yl)methoxy)quinazoline [C@H]12CN(C[C@H](CC1)N2)C2=NC(=NC1=C(C(=CC=C21)C2=C1C(=NNC1=CC=C2C)C)F)OC[C@]21CCCN1C[C@@H](C2)F